CSC1=NC=C(C(=N1)NC12CC(C1)(C2)O)C(F)(F)F 3-[[2-methylsulfanyl-5-(trifluoromethyl)pyrimidin-4-yl]amino]bicyclo[1.1.1]pentan-1-ol